N,N,N',N'-tetrakis(4-carboxyphenyl)-biphenyl-4,4'-diamine C(=O)(O)C1=CC=C(C=C1)N(C1=CC=C(C=C1)C1=CC=C(C=C1)N(C1=CC=C(C=C1)C(=O)O)C1=CC=C(C=C1)C(=O)O)C1=CC=C(C=C1)C(=O)O